4-(4-(4-(2,6-difluorobenzyl)-5-oxo-4,5-dihydro-1H-1,2,4-triazol-1-yl)-2-fluorophenoxy)-5-fluoropicolinonitrile FC1=C(CN2C=NN(C2=O)C2=CC(=C(OC3=CC(=NC=C3F)C#N)C=C2)F)C(=CC=C1)F